[Cl-].C(C1=CC=CC=C1)(C1=CC=CC=C1)C1=C(C(=CC(=C1)C)C(C1=CC=CC=C1)C1=CC=CC=C1)[N+]1=CN2C(C=CC=C2N(C)C)=C1 2-(2,6-Dibenzhydryl-4-methylphenyl)-5-(dimethylamino)imidazo[1,5-a]pyridin-2-ium chloride